N1=CN=C2NC=NC2=C1NC(=O)C12CC3(CC(CC(C1)C3)C2)C2=CC=C(C=C2)Cl 3-(4-Chloro-phenyl)-adamantane-1-carboxylic acid (9H-purin-6-yl)-amide